(7-((1H-imidazol-1-yl)methyl)-5-(1-methyl-3-(trifluoromethyl)-1H-pyrazol-4-yl)-1-oxo-3,4-dihydroisoquinolin-2(1H)-yl)-N-cyclopropyl-6-ethylquinoline-8-carboxamide N1(C=NC=C1)CC1=CC(=C2CCN(C(C2=C1)=O)C1=NC2=C(C=C(C=C2C=C1)CC)C(=O)NC1CC1)C=1C(=NN(C1)C)C(F)(F)F